CCCCCCCCCCCCCCCCC(C(=O)SCCNC(=O)CCNC(=O)[C@@H](C(C)(C)COP(=O)(O)OP(=O)(O)OC[C@@H]1[C@H]([C@H]([C@@H](O1)N2C=NC3=C(N=CN=C32)N)O)OP(=O)(O)O)O)O The molecule is a hydroxy fatty-acyl-CoA that results from the formal condensation of the thiol group of coenzyme A with the carboxy group of 2-hydroxystearic acid. It is a hydroxy fatty acyl-CoA, a long-chain fatty acyl-CoA and an 11,12-saturated fatty acyl-CoA. It derives from a 2-hydroxyoctadecanoic acid. It is a conjugate acid of a 2-hydroxystearoyl-CoA(4-).